COC1=C(C=C(C=C1)NC1=NC(=CC(=N1)NC)C)N1N=CC=C1 N2-(4-methoxy-3-(1H-pyrazol-1-yl)phenyl)-N4,6-dimethylpyrimidine-2,4-diamine